OC(=O)C(F)(F)F.N[C@H]1CN(CC1)C1=NC(=NC2=CC(=CC=C12)NC(C=C)=O)OCC(F)(F)F (R)-N-(4-(3-aminopyrrolidin-1-yl)-2-(2,2,2-trifluoroethoxy)quinazolin-7-yl)acrylamide TFA salt